ClC=1C=CC(=C(C1)C1=NN(C=C1NC(=O)C=1C=NN2C1N=CC=C2)CC(=O)N2CCN(CC2)CC=2OC=CN2)OC(F)F N-[3-[5-chloro-2-(difluoromethoxy)phenyl]-1-[2-[4-(1,3-oxazol-2-ylmethyl)piperazin-1-yl]-2-oxoethyl]-1H-pyrazol-4-yl]pyrazolo[1,5-a]pyrimidine-3-carboxamide